BrC=1C=C(CC2(NN(C=N2)S(=O)(=O)N(C)C)S(=O)(=O)NC2CC2)C=CC1 3-(3-bromobenzyl)-N3-cyclopropyl-N1,N1-dimethyl-1H-1,2,4-triazole-1,3-disulphonamide